(R)-2-hydroxy-N-((5-(2-((6-methoxy-2-methylquinazolin-4-yl)thio)acetyl)thiophen-2-yl)methyl)propanamide O[C@@H](C(=O)NCC=1SC(=CC1)C(CSC1=NC(=NC2=CC=C(C=C12)OC)C)=O)C